O1CCN(CC1)C=1C=CC(=NC1)CN1C=CC2=CC=CC(=C12)C(=O)NC1(CC1)C12CC(C1)(C2)C(=O)OC methyl 3-(1-(1-((5-morpholinopyridin-2-yl)methyl)-1H-indole-7-carboxamido)cyclopropyl)bicyclo[1.1.1]pentane-1-carboxylate